Racemic-tert-butyl 3-((1,3-dioxoisoindolin-2-yl) methyl)-2-azabicyclo[2.1.1]hexane-2-carboxylate O=C1N(C(C2=CC=CC=C12)=O)C[C@@H]1N(C2CC1C2)C(=O)OC(C)(C)C |r|